cyclopropyl-((5S,7S)-7-fluoro-5-(5-fluoropyridin-3-yl)-6,7-dihydro-5H-pyrrolo[1,2-b][1,2,4]triazol-2-yl)methanone C1(CC1)C(=O)C=1N=C2N(N1)[C@@H](C[C@@H]2F)C=2C=NC=C(C2)F